[({[(2R,3S,4R,5S)-5-[2-chloro-4-(3,4-dihydro-1H-isoquinolin-2-yl)quinazolin-7-yl]-3,4-dihydroxyoxolan-2-yl]methoxy}(hydroxy)phosphoryl)methyl]phosphonic acid ClC1=NC2=CC(=CC=C2C(=N1)N1CC2=CC=CC=C2CC1)[C@H]1[C@@H]([C@@H]([C@H](O1)COP(=O)(O)CP(O)(O)=O)O)O